phenyl ((R)-fluoro((R or S)-3-(2-(5-fluoro-thiophen-2-yl)ethyl)-1-(2-(6-methylpyridin-3-yl)propan-2-yl)pyrrolidin-3-yl)methyl)carbamate F[C@H]([C@]1(CN(CC1)C(C)(C)C=1C=NC(=CC1)C)CCC=1SC(=CC1)F)NC(OC1=CC=CC=C1)=O |o1:2|